CC=1N=C2SC(=NN2C1C=NO)N1C(=NC2=C1CCC2)C2=NC(=CC=C2)C 6-methyl-2-(2-(6-methylpyridin-2-yl)-5,6-dihydro-cyclopenta[d]imidazol-1(4H)-yl)imidazo[2,1-b][1,3,4]thiadiazole-5-carbaldehyde oxime